7-chloro-5-(3,6-dihydro-2H-thiopyran-4-yl)-1H-pyrrolo[3,2-b]pyridine ClC1=C2C(=NC(=C1)C=1CCSCC1)C=CN2